(2S,4S)-4-fluoro-1-[2-[(3S)-3-[(8-methyl-5-quinolinyl)amino]pyrrolidin-1-yl]acetyl]pyrrolidine-2-carbonitrile F[C@H]1C[C@H](N(C1)C(CN1C[C@H](CC1)NC1=C2C=CC=NC2=C(C=C1)C)=O)C#N